tert-butyl (7-chloro-6-fluoro-2-(((2R,7aS)-2-fluorohexahydro-1H-pyrrolizin-7a-yl)methoxy)pyrido[2,3-d]pyrimidin-4-yl)-3,6-diazabicyclo[3.1.1]heptane-3-carboxylate ClC=1C(=CC2=C(N=C(N=C2C23CN(CC(N2)C3)C(=O)OC(C)(C)C)OC[C@]32CCCN2C[C@@H](C3)F)N1)F